(1-(cyclopropylsulfonyl)-1H-pyrazol-4-yl)-N-(4-(4-fluoro-4-(trifluoromethyl)piperidin-1-yl)-5-((1-methyl-1H-pyrazol-4-yl)ethynyl)pyridin-2-yl)pyrimidin-4-amine C1(CC1)S(=O)(=O)N1N=CC(=C1)C1=NC=CC(=N1)NC1=NC=C(C(=C1)N1CCC(CC1)(C(F)(F)F)F)C#CC=1C=NN(C1)C